C(C)(C)(C)OC(=O)N1[C@H](C(C(CCC1)=C=O)C#N)C (2S)-3-cyano-2-methyl-4-carbonylazepane-1-carboxylic acid tert-butyl ester